ClC1=NC=C(C(=N1)N(CC1CCN(CC1)C=1N(C=C(N1)C(F)(F)F)C)C)OC(C)C 2-chloro-5-isopropoxy-N-methyl-N-((1-(1-methyl-4-(trifluoromethyl)-1H-imidazol-2-yl)piperidin-4-yl)methyl)pyrimidin-4-amine